N-(3-(2-(3-Methoxy-5-(trifluoromethoxy)phenyl)propan-2-yl)phenyl)-5-(2-(methylsulfonyl)propan-2-yl)benzo[b]thiophen-2-carboxamid COC=1C=C(C=C(C1)OC(F)(F)F)C(C)(C)C=1C=C(C=CC1)NC(=O)C1=CC2=C(S1)C=CC(=C2)C(C)(C)S(=O)(=O)C